2-bromo-7,9-dioctyl-9H-carbazole BrC1=CC=2N(C3=CC(=CC=C3C2C=C1)CCCCCCCC)CCCCCCCC